C1(CC1)NC(=O)C=1C=C(C2=C([C@H](CO2)C2=CC(=CC=C2)F)C1)C(=O)NC |r| (+/-)-N5-Cyclopropyl-3-(3-fluorophenyl)-N7-methyl-2,3-dihydrobenzofuran-5,7-dicarboxamid